FC=1C(=NC(=NC1)NC1CCN(CC1)S(=O)(=O)CCOC)C=1C=NC(=C(C1)F)OC(C)C 5-fluoro-4-(5-fluoro-6-isopropoxypyridin-3-yl)-N-(1-((2-methoxyethyl)sulfonyl)piperidin-4-yl)pyrimidin-2-amine